(1S,2R,13R,14S,18S)-2,18-dimethyl-7-(2-phenylethylamino)-6-thia-8-azapentacyclo[11.7.0.02,10.05,9.014,18]icosa-5(9),7,10-trien-17-one C[C@]12[C@H]3CC[C@@]4(C(CC[C@H]4[C@@H]3CC=C2C=2N=C(SC2CC1)NCCC1=CC=CC=C1)=O)C